2-(acetylamino)pyrazolo[1,5-a]pyrid-3-ylamine C(C)(=O)NC1=NN2C(C=CC=C2)=C1N